N-[2-(Dimethylamino)ethyl]-N-[1-(propan-2-yl)-1H-pyrazol-4-yl]amino-sulfonamide hydrochloride Cl.CN(CCN(S(=O)=O)NC=1C=NN(C1)C(C)C)C